OC1=C(C2=C(N(C1=O)CC1=CC=C3C=CC(NC3=C1)=O)C=CS2)C(=O)O 6-hydroxy-5-oxo-4-[(2-oxo-1,2-dihydroquinolin-7-yl)methyl]-4,5-dihydrothieno[3,2-b]pyridine-7-carboxylic acid